3-iodo-5,6-dimethoxybenzo[b]thiophene-2-carboxylic acid IC=1C2=C(SC1C(=O)O)C=C(C(=C2)OC)OC